N1=CC=C(C2=CC=CC=C12)OC1CCN(CC1)CC(=O)N1[C@@H](CCC1)C#N (S)-1-(2-(4-(quinolin-4-yloxy)piperidin-1-yl)acetyl)pyrrolidine-2-carbonitrile